N-((6-[(3-methylpiperidin-1-yl)methyl]imidazo[1,2-a]pyridin-2-yl)methyl)-4-oxo-4H-pyrido[1,2-a]pyrimidine-2-carboxamide CC1CN(CCC1)CC=1C=CC=2N(C1)C=C(N2)CNC(=O)C=2N=C1N(C(C2)=O)C=CC=C1